Cl.O1CCC(C2=C1C=CC=C2)CCN(C)C [2-(3,4-Dihydro-2H-1-benzopyran-4-yl)ethyl]dimethylamine hydrochloride